cholesterol-D7 [2H]C([2H])([2H])C([2H])(CCC[C@@H](C)[C@H]1CC[C@@H]2[C@@]1(CC[C@H]3[C@H]2CC=C4[C@@]3(CC[C@@H](C4)O)C)C)C([2H])([2H])[2H]